O1C=CC(=C1)B(O)O Furan-4-yl-boronic acid